4-(benzyloxy)-4-oxobutyl (((9H-fluoren-9-yl)methoxy)carbonyl)-L-valinate C1=CC=CC=2C3=CC=CC=C3C(C12)COC(=O)N[C@@H](C(C)C)C(=O)OCCCC(=O)OCC1=CC=CC=C1